ethyl (1R,3S,5S)-2-{2-[3-acetyl-7-methyl-5-(2-methylpyrimidin-5-yl)indazol-1-yl]acetyl}-5-{[(tert-butyldimethylsilyl)oxy]methyl}-2-azabicyclo[3.1.0]hexane-3-carboxylate C(C)(=O)C1=NN(C2=C(C=C(C=C12)C=1C=NC(=NC1)C)C)CC(=O)N1[C@@H]2C[C@@]2(C[C@H]1C(=O)OCC)CO[Si](C)(C)C(C)(C)C